C(C)(C)(C)OC(=O)N1CCNCC1 1-(t-Butoxycarbonyl)piperazine